2-chloro-4-((4-methoxybenzyl)oxy)-5-(3-(trifluoromethyl)but-3-en-1-yn-1-yl)pyridine ClC1=NC=C(C(=C1)OCC1=CC=C(C=C1)OC)C#CC(=C)C(F)(F)F